3,7-dibromo-10H-phenothiazine BrC=1C=CC=2NC3=CC=C(C=C3SC2C1)Br